dodecandioyl chloride C(CCCCCCCCCCC(=O)Cl)(=O)Cl